ClC1=C(C=CC=C1C=1C=C2C(N(C=NN2C1)CC1NC(CC1)=O)=O)C1=C(C(=CC=C1)C=1C=C2C(N(C=NN2C1)CC1NC(CC1)=O)=O)Cl 6,6'-(2,2'-dichloro-[1,1'-biphenyl]-3,3'-diyl)bis(3-((5-oxopyrrolidin-2-yl)methyl)pyrrolo[2,1-f][1,2,4]triazin-4(3H)-one)